N(=NC1(CCCCC1)C#N)C1(CCCCC1)C#N azobis-1-cyclohex-anecarbonitrile